(2S)-2-cyclopentyl-2-[9H-fluoren-9-ylmethoxycarbonylamino]acetic acid C1(CCCC1)[C@@H](C(=O)O)NC(=O)OCC1C2=CC=CC=C2C=2C=CC=CC12